C(C=C)(=O)OCCC[Si](O[SiH2]CCCCCC)(O[SiH2]CCCCCC)C acryloyloxypropyl-methyldi(hexylsiloxy)silane